FC=1C=C2C(=C(C=NC2=CC1)C(=O)N1CCN(CC1)S(=O)(=O)C)N1CCC(CC1)(C1=CC=CC=C1)O (6-FLUORO-4-(4-HYDROXY-4-PHENYLPIPERIDIN-1-YL)QUINOLIN-3-YL)(4-(METHYLSULFONYL)PIPERAZIN-1-YL)METHANONE